(R)-6-(7-chloro-3-cyclohexyl-2-methyl-1,1-dioxido-5-phenyl-2,3,4,5-tetrahydrobenzo[f][1,2,5]thiadiazepin-8-yl)picolinic acid ClC=1C(=CC2=C(N(C[C@H](N(S2(=O)=O)C)C2CCCCC2)C2=CC=CC=C2)C1)C1=CC=CC(=N1)C(=O)O